FC1=C(C=CC=C1C(F)(F)F)[C@@H](C)NC(=O)C=1C=2N(C=C(C1)C(=O)OCC)C[C@H](N2)C ethyl (R)-8-(((R)-1-(2-fluoro-3-(trifluoromethyl) phenyl) ethyl) carbamoyl)-2-methyl-2,3-dihydroimidazo[1,2-a]pyridine-6-carboxylate